CC(=CCC/C(=C\CC/C(=C/C=O)/C)/C)C (2E,6Z)-Farnesal